glycerol bismyristate C(CCCCCCCCCCCCC)(=O)OCC(OC(CCCCCCCCCCCCC)=O)CO